ClC1=C(C=CC=C1)C1=CNC2=C1C=1N(C(=N2)N2CCC3([C@@H]([C@@H](OC3)C)N)CC2)C=CN1 (3S,4S)-8-(9-(2-chlorophenyl)-7H-imidazo[1,2-c]pyrrolo[3,2-e]pyrimidin-5-yl)-3-methyl-2-oxa-8-azaspiro[4.5]decan-4-amine